(4-methylbenzoyl)-4-phenylpiperazine-2,5-dione CC1=CC=C(C(=O)N2C(CN(C(C2)=O)C2=CC=CC=C2)=O)C=C1